C(=O)(OCC1C2=CC=CC=C2C2=CC=CC=C12)N[C@@](CCCCN)(C(=O)O)C Fmoc-α-methyllysine